C1(=CC=C2C=CC3=CC=CC4=CC=C1C2=C34)OB(O)O pyrene-1-yl-boric acid